4-(Methylamino)-1-(3-pyridyl)-1-butanone hydrochloride Cl.CNCCCC(=O)C=1C=NC=CC1